CN1C(C(CCC1(C)C)C(C(=O)[O-])CCCCCCCC(=O)[O-])(C)C (1,2,2,6,6-pentamethylpiperidyl)-sebacate